(E)-5-(3-bromophenyl)pent-4-enoic acid BrC=1C=C(C=CC1)/C=C/CCC(=O)O